(S)-2-ethyl-N-(1-(3-nitrophenyl)ethyl)-2H-pyrazolo[3,4-b]pyrazin-6-amine C(C)N1N=C2N=C(C=NC2=C1)N[C@@H](C)C1=CC(=CC=C1)[N+](=O)[O-]